ClC1=CC2=C(N=N1)N(C1=C2C(N(CC1)C(=O)OC(C)(C)C)C)C(=O)OC(C)(C)C di-tert-butyl 3-chloro-5-methyl-7,8-dihydro-5H-pyrido[3',4':4,5]pyrrolo[2,3-c]pyridazine-6,9-dicarboxylate